(5R,7R)-5-methyl-4-(piperazin-1-yl)-6,7-dihydro-5H-cyclopenta[d]pyrimidin-7-ol C[C@@H]1C[C@H](C=2N=CN=C(C21)N2CCNCC2)O